C1(CC1)C=1CC([C@@H](CC1)C=1SC=CC1)=O (R)-5-cyclopropyl-3-oxo-2-(thiophen-2-yl)-2,3-dihydro-1H-benzol